2-({[3-ethyl-5-(trifluoromethyl)imidazole-4-yl]methyl}sulfanyl)-3H,5H,7H-thieno[3,4-d]pyrimidin-4-one trifluoroacetate salt FC(C(=O)O)(F)F.C(C)N1C=NC(=C1CSC=1NC(C2=C(N1)CSC2)=O)C(F)(F)F